N-(4-Chlorophenyl)-2-(1-(3-methylbutanoyl)-1,2,3,4-tetrahydrochinolin-6-yl)acetamid ClC1=CC=C(C=C1)NC(CC=1C=C2CCCN(C2=CC1)C(CC(C)C)=O)=O